3-[[4-[(2R)-2-amino-3-(1-fluorocyclobutyl)propoxy]-6-(2,6-dimethylphenyl)pyrimidin-2-yl]sulfamoyl]benzoic acid N[C@@H](COC1=NC(=NC(=C1)C1=C(C=CC=C1C)C)NS(=O)(=O)C=1C=C(C(=O)O)C=CC1)CC1(CCC1)F